5-(4-hydroxy-3,5-dimethoxy-phenyl)-5,9-dihydro-8H-furo[3',4':6,7]naphtho[2,3-d][1,3]dioxol-6-one OC1=C(C=C(C=C1OC)C1C2=CC3=C(OCO3)C=C2CC2=C1C(OC2)=O)OC